C(C1=CC=CC=C1)OC(=O)N[C@H](C(=O)O)CC=1OC(=CN1)C1=CC=C(C=C1)Br (S)-2-(((benzyloxy)carbonyl)amino)-3-(5-(4-bromophenyl)oxazol-2-yl)propanoic acid